N(=[N+]=[N-])[C@@H]1C[C@@H]([C@@H](N(C1)C(=O)OCC1=CC=CC=C1)C)O[Si](C)(C)C(C)(C)C Benzyl (2S,3S,5R)-5-azido-3-((tert-butyldimethylsilyl)oxy)-2-methylpiperidine-1-carboxylate